6-amino-N-(7-{9-amino-2,3-dimethyl-1,4-dioxa-7-azaspiro[4.4]nonan-7-yl}-2H,3H,4H-pyrano[2,3-b]pyridin-3-yl)-2-methylthieno[2,3-d][1,3]thiazole-5-carboxamide NC1=C(SC=2N=C(SC21)C)C(=O)NC2CC=1C(=NC(=CC1)N1CC3(OC(C(O3)C)C)C(C1)N)OC2